ClC(C1=NC(=NO1)C1=CC(=C(CP(NC2CCCC2)(=O)C)C=C1)F)(F)F P-(4-(5-(chlorodifluoromethyl)-1,2,4-oxadiazol-3-yl)-2-fluorobenzyl)-N-cyclopentyl-P-methylphosphinic amide